4-((1-(4-(2-(2-Aminopyridin-3-yl)-5-(azetidin-1-yl)-3H-imidazo[4,5-b]pyridin-3-yl)benzyl)piperidin-4-yl)amino)pyrimidine-2-carbonitrile NC1=NC=CC=C1C1=NC=2C(=NC(=CC2)N2CCC2)N1C1=CC=C(CN2CCC(CC2)NC2=NC(=NC=C2)C#N)C=C1